phenylenebis-(dimethyl-hydroxyl-silicon) C1(=C(C=CC=C1)[Si](O)(C)C)[Si](O)(C)C